4-(5,7-difluoro-1H-indol-3-yl)-6-phenyl-1,3,5-triazine-2-propanoic acid FC=1C=C2C(=CNC2=C(C1)F)C1=NC(=NC(=N1)C1=CC=CC=C1)CCC(=O)O